tert-butyl 2-(5-{4-fluoro-2-[(2-hydroxyethyl) (propan-2-yl) carbamoyl] phenoxy} pyrimidin-4-yl)-2,7-diazaspiro[3.5]nonane-7-carboxylate FC1=CC(=C(OC=2C(=NC=NC2)N2CC3(C2)CCN(CC3)C(=O)OC(C)(C)C)C=C1)C(N(C(C)C)CCO)=O